benzyl ((1-methyl-4-(6-methyl-5-nitropyridin-2-yl)-1H-1,2,3-triazol-5-yl)methyl)carbamate CN1N=NC(=C1CNC(OCC1=CC=CC=C1)=O)C1=NC(=C(C=C1)[N+](=O)[O-])C